ClC1=NC=C(C2=C1NC=1CCCCC21)C2=CCC=NC2 5-(1-chloro-6,7,8,9-tetrahydro-5H-pyrido[3,4-b]Indol-4-yl)-3,6-dihydropyridine